N-(benzo[d]isothiazol-3-yl)-2-(2,6-dioxopiperidin-3-yl)-1-oxoisoindoline-5-carboxamide S1N=C(C2=C1C=CC=C2)NC(=O)C=2C=C1CN(C(C1=CC2)=O)C2C(NC(CC2)=O)=O